CC(CCCCOCCCCC(=C)C)=C di(5-methyl-5-hexenyl) ether